CC1(N(CC(C1)C=1C=NC(=CC1C1=NN(C=C1)C)C1=CC=C(C=C1)F)C(=O)OC(C)(C)C)C(=O)[O-] 1-(tert-butyl) 2-methyl-4-(6-(4-fluorophenyl)-4-(1-methyl-1H-pyrazol-3-yl)pyridin-3-yl)pyrrolidine-1,2-dicarboxylate